N-Oleoyl-stearamide C(CCCCCCC\C=C/CCCCCCCC)(=O)NC(CCCCCCCCCCCCCCCCC)=O